2-[4-(4-chlorophenyl)-5-(pyridin-4-yl)-1H-imidazol-1-yl]-1-{2-methyl-5-oxa-2,8-diazaspiro[3.5]non-8-yl}ethan-1-one ClC1=CC=C(C=C1)C=1N=CN(C1C1=CC=NC=C1)CC(=O)N1CCOC2(CN(C2)C)C1